Rac-(Z)-3-(((2R,3S)-3-butyl-2-fluoro-7-(methylthio)-1,1-dioxido-5-phenyl-2,3,4,5-tetrahydrobenzo[b][1,4]thiazepin-8-yl)oxy)-2-fluoroacrylic acid C(CCC)[C@H]1CN(C2=C(S([C@H]1F)(=O)=O)C=C(C(=C2)SC)O\C=C(\C(=O)O)/F)C2=CC=CC=C2